methyl (R)-1-((2-aminopropyl)amino)-7-hydroxythieno[3,2-f]quinoline-2-carboxylate benzenesulfonate C1(=CC=CC=C1)S(=O)(=O)O.N[C@@H](CNC1=C(SC=2C1=C1C=CC(=NC1=CC2)O)C(=O)OC)C